(R)-N-Ethyl-5-fluoro-2-((5-(2-(6-((2-hydroxy-2-methylpropyl)amino)-2-methylhexan-3-yl)-2,6-diazaspiro[3.4]oct-6-yl)-1,2,4-triazin-6-yl)oxy)-N-isopropylbenzamide C(C)N(C(C1=C(C=CC(=C1)F)OC1=C(N=CN=N1)N1CC2(CN(C2)[C@@H](C(C)C)CCCNCC(C)(C)O)CC1)=O)C(C)C